ClC1=CC(=CC=N1)C1=CC=CC=C1 6-chloro-4-phenylpyridine